CC1=NC=C(C=N1)N1[C@H]([C@H](CC1)NS(=O)(=O)C)CO[C@@H]1CC[C@@H](CC1)C1=CC=CC=C1 N-((2R,3S)-1-(2-methylpyrimidin-5-yl)-2-((((CIS)-4-phenylcyclohexyl)oxy)methyl)pyrrolidin-3-yl)methanesulfonamide